FC=1C=C(C=C2C=NN(C(C12)=O)C1CCN(CC1)C(=O)OC(C)(C)C)C=1C=C(C=2N(N1)C=C(N2)C)OC2=CC=CC=C2 tert-butyl 4-[8-fluoro-6-(2-methyl-8-phenoxy-imidazo[1,2-b]pyridazin-6-yl)-1-oxo-phthalazin-2-yl]piperidine-1-carboxylate